(pyrrolidine-1-yl)ketone N1(CCCC1)C(=O)N1CCCC1